CC=1C=C(C=C(C1)C)C1CC2(CN(C2)C(=O)C2CC3(C2)NC(OC3)=O)C1 (2s,4s)-2-(6-(3,5-dimethylphenyl)-2-azaspiro[3.3]heptane-2-carbonyl)-7-oxa-5-azaspiro[3.4]octan-6-one